o-methyl-benzenesulfonic acid CC1=C(C=CC=C1)S(=O)(=O)O